S1C=NC2=C1C=C(C=C2)C2=C1C(=CN=C2)N(CC1)C(=O)C1=C(C=CC=C1)F (4-(benzo[d]thiazol-6-yl)-2,3-dihydro-1H-pyrrolo[2,3-c]pyridin-1-yl)(2-fluorophenyl)methanone